COC(C(CC(C)C)N1C(=NC2=C1C=CC(=C2)NC(CCl)=O)C2=C(C(=CC(=C2)Cl)Cl)O)=O {5-[(2-Chloroacetyl)amino]-2-(3,5-dichloro-2-hydroxyphenyl)benzo[d]imidazol-1-yl}-4-methylpentanoic acid methyl ester